OC1=CC=C(C2COC3=CC(=CC=C3C2)O)C=C1 4',7-dihydroxyisoflavane